CCCCC\C=C/CC1C(CCCCCCCCCC)O1 (Z)-6-9,10-Epoxyeicosene